CC1=CC=CC(=N1)C1=NNC=C1C=1N=C2C(=CC=NC2=CC1)C(=O)NCCCCCCNC(=O)[C@H]1N(CCC1)C(CN1CCOCC1)=O |r| 6-[3-(6-methyl-2-pyridyl)-1H-pyrazol-4-yl]-N-[6-[[rac-(2S)-1-(2-morpholinoacetyl)pyrrolidine-2-carbonyl]amino]hexyl]-1,5-naphthyridine-4-carboxamide